OC(C)(C)C=1SC(=CN1)[S@](=O)(N)=NC(NC1=C2C(=NC(=C1C(C)C)C)CCC2)=O (S)-2-(2-hydroxypropan-2-yl)-N'-((3-isopropyl-2-methyl-6,7-dihydro-5H-cyclopenta[b]pyridin-4-yl)carbamoyl)thiazole-5-sulfonimidamide